(R)-3-(3-chloro-5-fluoro-2-((2-methyl-4-(1-methyl-1H-1,2,4-triazol-5-yl)quinolin-8-yloxy)methyl)phenyl)morpholine ClC=1C(=C(C=C(C1)F)[C@H]1NCCOC1)COC=1C=CC=C2C(=CC(=NC12)C)C1=NC=NN1C